3-(hexyloxy)-2,2-bis((hexyloxy)methyl)propyl 4-bromobutanoate BrCCCC(=O)OCC(COCCCCCC)(COCCCCCC)COCCCCCC